N-((1R,4R)-4-((4-((5-cyclopentyl-1H-pyrazol-3-yl)oxy)pyrimidin-2-yl)(methyl)amino)cyclohexyl)-2-(3-(trifluoromethyl)phenyl)acetamide C1(CCCC1)C1=CC(=NN1)OC1=NC(=NC=C1)N(C1CCC(CC1)NC(CC1=CC(=CC=C1)C(F)(F)F)=O)C